indole sulfur [S].N1C=CC2=CC=CC=C12